1-[(3R)-3-({1-[2,4-bis(trifluoromethyl)phenyl]pyrrolo[1,2-d][1,2,4]triazin-4-yl}amino)piperidin-1-yl]-2-methylpropan-2-ol FC(C1=C(C=CC(=C1)C(F)(F)F)C=1C=2N(C(=NN1)N[C@H]1CN(CCC1)CC(C)(O)C)C=CC2)(F)F